O=C1N(C2(C3=CC(=CC=C13)N1CCNCC1)CC2)C2C(NC(CC2)=O)=O 3-(3'-oxo-6'-piperazin-1-yl-spiro[cyclopropan-1,1'-isoindoline]-2'-yl)piperidine-2,6-dione